FC1=CNC2=NC=C(C=C21)OC2=C(C(=O)N)C=CC(=C2)N2CCC1(CC(C1)N1C(CCC1)C1=C(C=CC=C1)C(C)C)CC2 2-((3-fluoro-1H-pyrrolo[2,3-b]pyridin-5-yl)oxy)-4-(2-(2-(2-Isopropylphenyl)pyrrolidin-1-yl)-7-azaspiro[3.5]nonan-7-yl)benzamide